O=C1NC(CCC1N1C(C2=CC=C(C=C2C1)CNC(C(C1=C(C=C(C=C1)F)OC(F)(F)F)(F)F)=O)=O)=O N-((2-(2,6-dioxopiperidin-3-yl)-1-oxoisoindolin-5-yl)methyl)-2,2-difluoro-2-(4-fluoro-2-(trifluoromethoxy)phenyl)acetamide